CC=1SC(=CN1)C=1N=C(C=2OCCN(C2N1)CCO)N[C@@H]1CCC=2NC3=CC=CC=C3C2C1 2-[2-(2-methylthiazol-5-yl)-4-[[(3R)-2,3,4,9-tetrahydro-1H-carbazol-3-yl]amino]-6,7-dihydropyrimido[5,4-b][1,4]oxazin-8-yl]ethanol